tert-butyl rac-(3S,4R,5R)-3-(((benzyloxy)carbonyl)amino)-4-fluoro-5-hydroxypiperidine-1-carboxylate C(C1=CC=CC=C1)OC(=O)N[C@H]1CN(C[C@H]([C@@H]1F)O)C(=O)OC(C)(C)C |r|